NC=1SC2=C(N1)C(=CC=C2)C2=CC=C(C(=C2C(=O)NC(C)(C)C)Cl)Cl 6-(2-aminobenzo[d]thiazol-4-yl)-N-(tert-butyl)-2,3-dichloro-benzamide